bis(4-octylphenyl)iodonium C(CCCCCCC)C1=CC=C(C=C1)[I+]C1=CC=C(C=C1)CCCCCCCC